2-(4-(4-chlorophenoxy)-2-(trifluoromethyl)phenyl)-1-(1,2,4-triazol-1-yl)-1,1-dideutero-2-propanol ClC1=CC=C(OC2=CC(=C(C=C2)C(C([2H])([2H])N2N=CN=C2)(C)O)C(F)(F)F)C=C1